2-(4-bromo-2-methoxy-6-methylphenyl)cyclopent-4-ene-1,3-dione BrC1=CC(=C(C(=C1)C)C1C(C=CC1=O)=O)OC